C(#N)C1=CC=C(C=C1)C1=NN(C[C@H]1C1=CC=CC=C1)C(=O)NS(=O)(=O)C1=CC=C(C=C1)C(F)(F)F (R)-3-(4-cyanophenyl)-4-phenyl-N-((4-(trifluoromethyl)phenyl)sulfonyl)-4,5-dihydro-1H-pyrazole-1-carboxamide